N1=NNC(C=C1)=[Se] triazineselon